N-(2-(1H-1,2,4-triazol-1-yl)ethyl)-3-amino-2-oxo-1-(4-phenyl-3,4-dihydro-2H-benzo[b][1,4]oxazin-6-yl)-1,2-dihydrothieno[2,3-b]pyrazine-6-carboxamide N1(N=CN=C1)CCNC(=O)C1=CC2=C(N=C(C(N2C2=CC3=C(OCCN3C3=CC=CC=C3)C=C2)=O)N)S1